ClC=1C(=NC=CC1)N[C@@H]1CN(CC1)C1=C(C=C(C=C1)C1=CC=CC=C1)C(=O)N (S)-4-(3-(3-chloropyridin-2-ylamino)pyrrolidin-1-yl)biphenyl-3-carboxamide